N-(diethyl-silyl)-1,1-diethyl-silaneamine C(C)[SiH](N[SiH](CC)CC)CC